4-(2-Bromoethyl)-2-ethylphenol BrCCC1=CC(=C(C=C1)O)CC